2,2-dichloro-4'-methylacetophenone ClC(C(=O)C1=CC=C(C=C1)C)Cl